BrC1=CC2=C(C(NN=C2CO)=O)C(=N1)C(F)F 7-bromo-5-(difluoromethyl)-1-(hydroxymethyl)pyrido[3,4-d]pyridazin-4(3H)-one